CN1N=CC=C1C1=NN2C(=NC=3C(=CC=CC3C2=N1)C(F)(F)F)N[C@@H](C(=O)N)CC (2R)-2-{[2-(1-methyl-1H-pyrazol-5-yl)-7-(trifluoromethyl)[1,2,4]triazolo[1,5-c]quinazolin-5-yl]amino}butanamide